COC=1C=C2C(=NC(=NC2=CC1OC)C)N[C@H](C)C=1C=C(C=CC1)C1=CC(=CC=C1)C(F)(F)F 6,7-dimethoxy-2-methyl-N-{(1R)-1-[3'-(trifluoromethyl)biphenyl-3-yl]ethyl}quinazolin-4-amine